[Si](C)(C)(C(C)(C)C)O[C@@H](COC1=NN=C(S1)N)C1=NC=C(C=C1)Cl (R)-5-(2-((tert-butyldimethylsilyl)oxy)-2-(5-chloropyridin-2-yl)ethoxy)-1,3,4-thiadiazol-2-amine